3-[[[(2S)-2-hydroxypropyl]amino]methyl]-2-methoxy-pyrido[1,2-a]pyrimidin-4-one O[C@H](CNCC1=C(N=C2N(C1=O)C=CC=C2)OC)C